4-fluorobenzo[d]oxazole-2(3H)-thione FC1=CC=CC2=C1NC(O2)=S